FC=1C(=NC(=NC1)NC1CCN(CC1)S(=O)(=O)C)C1=C(C2=C(C3(N(C2=O)C)CCOCC3)S1)C 2'-(5-Fluoro-2-((1-(methylsulfonyl)piperidin-4-yl)amino)pyrimidin-4-yl)-3',5'-dimethyl-2,3,5,6-tetrahydrospiro[pyran-4,6'-thieno[2,3-c]pyrrol]-4'(5'H)-one